NC1=NC=CC=C1C1=NC=2C(=NC(=CC2)N2N=CC=C2)N1C=1C=C2CC[C@@H](C2=CC1)NC(C1=CC(=NC=C1)C#CC)=O (S)-N-(5-(2-(2-aminopyridin-3-yl)-5-(1H-pyrazol-1-yl)-3H-imidazo[4,5-b]pyridin-3-yl)-2,3-dihydro-1H-inden-1-yl)-2-(prop-1-yn-1-yl)isonicotinamide